3-(hydroxymethyl)phenol OCC=1C=C(C=CC1)O